2-methyl-2-(1,6-naphthyridin-7-yl)propanenitrile CC(C#N)(C)C1=NC=C2C=CC=NC2=C1